3-(7-(thiazol-2-yl)-(trifluoromethoxy)-benzo[d]oxazol-2-yl)-3,6-diazabicyclo[3.1.1]heptan-6-ol S1C(=NC=C1)C1=CC=C(C=2N=C(OC21)N2CC1N(C(C2)C1)O)OC(F)(F)F